13-oxohentriaconta-22,25-dienoic acid O=C(CCCCCCCCCCCC(=O)O)CCCCCCCCC=CCC=CCCCCC